C(C=C)OC(CC[C@@H](C(=O)O)N)=O (2S)-5-allyloxy-2-amino-5-oxo-pentanoic acid